BrC=1C=CC(=NC1OCC)C=1OC(=NN1)C 2-(5-bromo-6-ethoxypyridin-2-yl)-5-methyl-1,3,4-oxadiazole